C12N(CC(CC1)C2)CCNC(=O)C=2C=C(C(=NC2)C)C=2N1C(SC2C=2C=NN(C2C)C)=C(C=N1)C(=O)N (5-((2-(2-azabicyclo[2.2.1]heptan-2-yl)ethyl)carbamoyl)-2-methylpyridin-3-yl)-2-(1,5-dimethyl-1H-pyrazol-4-yl)pyrazolo[5,1-b]thiazole-7-carboxamide